FCC1(COC1)NC1CC(NCC1)C1=CC=CC=C1 N-(3-(Fluoromethyl)oxetan-3-yl)-2-phenylpiperidin-4-amine